C(C1=CC=CC=C1)N1C2=C(SCC1=O)C=CC(=C2)NC(=O)NC2=CNC1=CC=C(C=C21)C#N 1-(4-benzyl-3-oxo-3,4-dihydro-2H-benzo[b][1,4]thiazin-6-yl)-3-(5-cyano-1H-indol-3-yl)urea